O1C(=CC=C1)C1=CC(=NC(=N1)SC)N1N=NC2=C1C=CC(=C2)B(O)O 1-[6-(furan-2-yl)-2-(methylsulfanyl)pyrimidin-4-yl]-1,2,3-benzotriazol-5-yl-boronic acid